C(C)N(CCNC(=O)OC(CCC(=O)O)CCCCCC)C 4-[2-[ethyl(methyl)amino]ethylcarbamoyloxy]decanoic acid